NCCCOCCN1CCN(CC1)C1=CC=C(C(=O)NC2C(C(C2(C)C)OC2=CC(=C(C=C2)C#N)Cl)(C)C)C=C1 4-(4-(2-(3-aminopropoxy)ethyl)piperazin-1-yl)-N-((1r,3r)-3-(3-chloro-4-cyanophenoxy)-2,2,4,4-tetramethylcyclobutyl)benzamide